(4aR,4bS,6aS,9aS,9bS)-1-benzyl-4a,6a-dimethyl-3,4,4a,6,6a,8,9,9a,9b,10-decahydro-1H-indeno[5,4-f]quinoline-2,5,7(4bH)-trione C(C1=CC=CC=C1)N1C(CC[C@@]2([C@@H]3[C@@H](CC=C12)[C@@H]1CCC([C@]1(CC3=O)C)=O)C)=O